4-[2-(2-cyclopentylidenehydrazinyl)-4-thiazolyl]-benzonitrile C1(CCCC1)=NNC=1SC=C(N1)C1=CC=C(C#N)C=C1